Cl.C[C@@H]1N([C@@H](CNC1)C)CC(=O)NC=1C=NC(=CC1)C1C(NC(CC1)=O)=O 2-((2S,6R)-2,6-dimethylpiperazin-1-yl)-N-(6-(2,6-dioxopiperidin-3-yl)pyridin-3-yl)acetamide hydrochloride